N-[4-(6-dimethylamino-2-benzofuranyl)phenyl]maleimide CN(C1=CC2=C(C=C(O2)C2=CC=C(C=C2)N2C(C=CC2=O)=O)C=C1)C